[Br-].C(=O)(O)CCCC[P+](C1=CC=CC=C1)(C1=CC=CC=C1)C1=CC=CC=C1 (4-carboxybut-1-yl)triphenylphosphonium bromide